tert-butyl (2-(2-(2-((tert-butyldimethylsilyl)oxy)-1,1-difluoroethyl) phenyl)-2-hydroxyethyl)(methyl)carbamate [Si](C)(C)(C(C)(C)C)OCC(F)(F)C1=C(C=CC=C1)C(CN(C(OC(C)(C)C)=O)C)O